C(#N)C=1C=NN2C1C(=CC(=C2)C=2C=NN(C2)C)C=2C=NN(C2)C(=O)NC(C)C=2C=NC(=CC2)OC 4-(3-cyano-6-(1-methyl-1H-pyrazol-4-yl)pyrazolo[1,5-a]pyridin-4-yl)-N-(1-(6-Methoxypyridin-3-yl)ethyl)-1H-pyrazole-1-carboxamide